N1=CC=CC2=CC=CC(=C12)S(=O)(=O)N1C2=C(OCC1)C(=CN=C2)C2=CC=C(C#N)C=C2 4-(4-(quinoline-8-sulfonyl)-3,4-dihydro-2H-pyrido[4,3-b][1,4]oxazin-8-yl)benzonitrile